3-amino-N-[2-[2-[[2-[4-[2-fluoro-5-[(4-oxo-3H-phthalazin-1-yl)methyl]benzoyl]piperazin-1-yl]-2-oxo-ethyl]amino]ethoxy]ethyl]-5-morpholino-pyridine-2-carboxamide NC=1C(=NC=C(C1)N1CCOCC1)C(=O)NCCOCCNCC(=O)N1CCN(CC1)C(C1=C(C=CC(=C1)CC1=NNC(C2=CC=CC=C12)=O)F)=O